COC=1C=C2C(=NC(=NC2=CC1)C)SCC(=O)C1=CC=C(S1)CNC(C1=CC=NC=C1)=O N-((5-(2-((6-methoxy-2-methylquinazolin-4-yl)thio)acetyl)thiophen-2-yl)methyl)isonicotinamide